NC(CC[C@@H](C=1OC(=NN1)C1(CCOCC1)N)NC(N[C@H](C(=O)O)[C@H](C)O)=O)=O (2S,3S)-2-(3-((S)-4-amino-1-(5-(4-aminotetrahydro-2H-pyran-4-yl)-1,3,4-oxadiazol-2-yl)-4-oxobutyl)ureido)-3-hydroxybutyric acid